C1(CC1)NC(C([C@H](C[C@H]1C(NCC1)=O)NC([C@H](CC(C)C)NC(O[C@H](C(C)(C)C1=CC(=CC=C1)Cl)C1=CC=CC=C1)=O)=O)=O)=O (S)-2-(3-chlorophenyl)-2-methyl-1-phenylpropyl ((S)-1-(((S)-4-(cyclopropylamino)-3,4-dioxo-1-((S)-2-oxopyrrolidin-3-yl)butan-2-yl)amino)-4-methyl-1-oxopentan-2-yl)carbamate